ClC(=CCC(C(=O)OCCCC)(C(=O)OCCCC)CC(C)C)C di-n-butyl 2-(3-chloro-2-butenyl)-2-isobutyl-malonate